C1(=CCCC1)C=1C=CC=2N(C1)N=CC2 6-(cyclopent-1-en-1-yl)pyrazolo[1,5-a]pyridine